FC=1C=C(C(=O)NC2=C(C=C(C(=C2)C=2C=NC(=NC2)N2CCOCC2)F)N2C[C@H](N([C@H](C2)C)C)C)C=CC1F |r| 3,4-difluoro-N-[4-fluoro-5-(2-morpholin-4-ylpyrimidin-5-yl)-2-[rac-(3R,5S)-3,4,5-trimethylpiperazin-1-yl]phenyl]benzamide